(7R,14R)-1-(difluoromethoxy)-6-(methyl-d3)-11-(5-(4-methylpiperazin-1-yl)pent-1-yn-1-yl)-6,7-dihydro-7,14-methanobenzo[f]benzo[4,5]imidazo[1,2-a][1,4]diazocin-5(14H)-one FC(OC1=CC=CC=2C(N([C@H]3C=4N([C@@H](C21)C3)C3=C(N4)C=CC(=C3)C#CCCCN3CCN(CC3)C)C([2H])([2H])[2H])=O)F